[N-](S(=O)(=O)C(F)(F)F)S(=O)(=O)C(F)(F)F.CN1C=NC=C1 (3-methyl)imidazole bis(trifluoromethanesulfonyl)imide salt